C(C)OC(=O)C1=CC2=C(S1)C=C(C(=C2C=C(F)F)O)OC 4-(2,2-difluorovinyl)-5-hydroxy-6-methoxybenzo[b]thiophene-2-carboxylic acid ethyl ester